(R)-N'-((2-(2-methoxypyridin-4-yl)-5,6,7,8-tetrahydronaphthalen-1-yl)carbamoyl)-2,3-dihydropyrazolo[5,1-b]oxazole-7-sulfonimidamide COC1=NC=CC(=C1)C1=C(C=2CCCCC2C=C1)NC(=O)N=[S@](=O)(N)C=1C=NN2C1OCC2